FC(C1CCN(CC1)C(=O)N1C[C@@H]2[C@@H](OCC(N2)=O)CC1)(C1=CC=C(C=C1)C(F)(F)F)F (4aR,8aS)-6-(4-(Difluoro(4-(trifluoromethyl)phenyl)methyl)piperidine-1-carbonyl)hexahydro-2H-pyrido[4,3-b][1,4]oxazin-3(4H)-one